C(C)(C)(C)OC(=O)N1C(=CC=C1)C1=NC2=CC=CC=C2C(=C1)Cl 2-(1-(tert-butoxycarbonyl)-1H-pyrrol-2-yl)-4-chloroquinoline